FC(COC(C(=O)N(CC1=C(C=C(C=C1)C(F)(F)F)C)CC)=O)(F)F.C(C)N(C(C(N)=O)=O)CC1=C(C=C(C=C1)C(F)(F)F)C N'-Ethyl-N'-[[2-methyl-4-(trifluoromethyl)phenyl]methyl]oxamide 2,2,2-Trifluoroethyl-2-[ethyl-[[2-methyl-4-(trifluoromethyl)phenyl]methyl]amino]-2-oxo-acetate